C(C1=CC=CC=C1)ONC(C(=O)O)C (benzyloxyamino)propanoic acid